2,5-diethoxy-3,6-dihydropyrazine C(C)OC1=NCC(=NC1)OCC